ClC1=CC=C2C(=N1)C(NC2=O)(C)C 2-chloro-7,7-dimethyl-6H-pyrrolo[3,4-b]pyridin-5-one